C12CC(CCC2O1)C(=O)OCC(CCCC)CC 2-ethylhexyl 7-oxabicyclo(4.1.0)heptane-3-carboxylate